CN([C@@H](/C=C/C(=O)O)C)C (2E,4R)-4-(dimethylamino)pent-2-enoic acid